C1(C(C=CC=C1)C)(C)S(=O)[O-].[Zn+2].C1(C(C=CC=C1)C)(C)S(=O)[O-] zinc xylenesulfinate